6-chloro-1-(2,2-difluoroethyl)-1,5-dihydro-4H-pyrazolo[4,3-c]pyridin-4-one ClC1=CC2=C(C(N1)=O)C=NN2CC(F)F